2-chloro-N-methyl-4,5,6,7-tetrahydrobenzothiophen-6-amine hydrochloride Cl.ClC=1SC2=C(C1)CCC(C2)NC